2-(3-(7-chloro-6-(2'-fluoro-[1,1'-biphenyl]-4-yl)-2-oxo-1,2-dihydroquinolin-3-yl)phenyl)acetic acid ethyl ester C(C)OC(CC1=CC(=CC=C1)C=1C(NC2=CC(=C(C=C2C1)C1=CC=C(C=C1)C1=C(C=CC=C1)F)Cl)=O)=O